{5-[(benzoyloxy)methyl]-3-methylisoxazol-4-yl}boronic acid C(C1=CC=CC=C1)(=O)OCC1=C(C(=NO1)C)B(O)O